C1(CCC1)CN1N=C(C2=CC=CC=C12)C(=O)OC methyl 1-(cyclobutylmethyl)-1H-indazole-3-carboxylate